CNC(=O)C=1C=CC(=NC1)C=1CCN(CC1)CC=1C=NC=2C(=C(C(NC2C1)=O)C(F)(F)F)C N-methyl-1'-((8-methyl-6-oxo-7-(trifluoromethyl)-5,6-dihydro-1,5-naphthyridin-3-yl)methyl)-1',2',3',6'-tetrahydro-[2,4'-bipyridine]-5-carboxamide